CS(=O)(=O)[O-].C(CCCCC)[NH+]1CCC(CC1)CCC 1-hexyl-4-propylpiperidinium methanesulfonate